4-((cyanomethyl)amino)-N-(4-(trifluoromethyl)pyridin-2-yl)benzamide C(#N)CNC1=CC=C(C(=O)NC2=NC=CC(=C2)C(F)(F)F)C=C1